Tetrafluoroheptanediol FC(C(C(O)(O)F)(F)F)CCCC